N-(3-((1s,3s)-3-(cyanomethyl)-1-(4-methyl-4H-1,2,4-triazol-3-yl)cyclobutyl)phenyl)-7,7-difluoro-4-(((1-methylcyclobutyl)amino)methyl)-6,7-dihydro-5H-cyclopenta[b]pyridine-2-carboxamide C(#N)CC1CC(C1)(C1=NN=CN1C)C=1C=C(C=CC1)NC(=O)C1=CC(=C2C(=N1)C(CC2)(F)F)CNC2(CCC2)C